tert-butyl (1R,5S)-6-hydroxy-1,5-dimethyl-3,8-diazabicyclo[3.2.1]octane-8-carboxylate OC1[C@@]2(CNC[C@@](C1)(N2C(=O)OC(C)(C)C)C)C